[(2-{6-Cyclopropyl-4-[4-fluoro-2-(4-methyl-1,2,4-triazol-3-yl)phenyl]pyridin-2-yl}-7-methyl-1,3-benzoxazol-5-yl)methyl](2-methoxyethyl)amine C1(CC1)C1=CC(=CC(=N1)C=1OC2=C(N1)C=C(C=C2C)CNCCOC)C2=C(C=C(C=C2)F)C2=NN=CN2C